COC=1C=C(C=C(C1)OC)N1C(CN(C(C1)=O)C(C1=CC=C(C=C1)C(C)(C)C)=O)=O 1-(3,5-Dimethoxyphenyl)-4-(4-(tert-butyl)benzoyl)piperazine-2,5-dione